C(C)(=O)C1=NN(C2=CC=C(C=C12)C=1C=CC=2N(C1)N=C(N2)C)CC(=O)OC(C)(C)C tert-Butyl 2-(3-acetyl-5-(2-methyl-[1,2,4]triazolo[1,5-a]pyridin-6-yl)-1H-indazol-1-yl)acetate